C1CCC2=C(C=3CCCC3C=C12)NC(=O)N=S(=O)(N)C1=CC=C(C=C1)N(C)C(C)C N'-((1,2,3,5,6,7-hexahydro-s-indacen-4-yl)carbamoyl)-4-(isopropyl(methyl)amino)benzenesulfonimidamide